tert-butyl N-methyl-N-{[(4R)-8-(4,4,5,5-tetramethyl-1,3,2-dioxaborolan-2-yl)-3,4-dihydro-2H-1-benzopyran-4-yl]methyl}carbamate CN(C(OC(C)(C)C)=O)C[C@@H]1CCOC2=C1C=CC=C2B2OC(C(O2)(C)C)(C)C